ClC1=CC=C(C=C1)C1=N[C@H](C=2N(C3=C1C(=C(S3)C)C)C(=NN2)C)CC(N(CCOCCOCCCOCCOCCOCC(=O)OC(C)(C)C)C)=O (s)-tert-butyl 1-(4-(4-chlorophenyl)-2,3,9-trimethyl-6H-thieno[3,2-f][1,2,4]triazolo[4,3-a][1,4]diazepin-6-yl)-3-methyl-2-oxo-6,9,13,16,19-pentaoxa-3-azahenicosan-21-oate